C(C)(=O)OC1=CC=C(C=C1)NC(CCC)=O N-(4-acetoxyphenyl)butyramide